C(C)(C)(C)C1=C(OC(C(=O)O)C)C=CC=C1 2-(2-(tert-butyl)phenoxy)propionic acid